(thiophen-3-yl)malonic acid S1C=C(C=C1)C(C(=O)O)C(=O)O